IC1=NN(C2=CC(=CC=C12)C1CN(C1)C(=O)OC(C)(C)C)C tert-butyl 3-(3-iodo-1-methyl-indazol-6-yl)azetidine-1-carboxylate